3-(5-(((1R,2S,4S)-7-azabicyclo[2.2.1]heptan-2-yl)oxy)-6-methylpyrazin-2-yl)-1H-indole-7-carbonitrile 2,2,2-trifluoroacetate FC(C(=O)O)(F)F.[C@H]12[C@H](C[C@H](CC1)N2)OC=2N=CC(=NC2C)C2=CNC1=C(C=CC=C21)C#N